NCCNC(=O)C1=CC=C(CSC(=O)C2CC(C2)N)C=C1 (1s,3s)-3-aminocyclobutane-1-thiocarboxylic acid S-(4-((2-aminoethyl) carbamoyl) benzyl) ester